N-[(2-fluorophenyl)methyl]-2-methyl-propan-1-amine FC1=C(C=CC=C1)CNCC(C)C